C(C1=CC=CC=C1)OC1=CC=C(C(=C1CC(C(=O)OC)(OC1OCCCC1)C1=CC=CC=C1)Br)Cl methyl 3-(6-(benzyloxy)-2-bromo-3-chlorophenyl)-2-phenyl-2-((tetrahydro-2H-pyran-2-yl)oxy)propanoate